(S)-3-aminodihydrofuran-2(3H)-one N[C@@H]1C(OCC1)=O